1,1,1,3,3,3-Hexafluoropropan-2-yl 1-(1-(5-isopropoxypyrimidin-2-yl)cyclopropane-1-carbonyl)-1,8-diazaspiro[4.5]decane-8-carboxylate C(C)(C)OC=1C=NC(=NC1)C1(CC1)C(=O)N1CCCC12CCN(CC2)C(=O)OC(C(F)(F)F)C(F)(F)F